ClC=1C=NC(=NC1)CC=1C(=NC(=NC1)OC(F)F)C1=CC(=C(C=C1)F)F 5-[(5-chloropyrimidin-2-yl)methyl]-2-(difluoromethoxy)-4-(3,4-difluorophenyl)pyrimidine